[Zr+4].C(C)N ethanamine zirconium(IV)